3,4-diaminonitrobenzene C1=CC(=C(C=C1[N+](=O)[O-])N)N